O(CCO)CCO 2,2'-oxybisethanol